[N+](=[N-])=C1C(CC2N(CCC3=CC(=C(C=C23)OC)OC)C1)=O 3-diazo-9,10-dimethoxy-1,3,4,6,7,11b-hexahydro-2H-pyrido[2,1-a]isoquinolin-2-one